C1NCC12CC(C2)CC2=CC=C1C=NN(C1=C2Cl)C 6-((2-azaspiro[3.3]heptan-6-yl)methyl)-7-chloro-1-methyl-1H-indazole